C(C=C)[C@]1([C@H](N(C[C@H]1O)C(=O)OC(C)(C)C)C(=O)OC)CO (2S,3S,4S)-1-tert-butyl 2-methyl 3-allyl-4-hydroxy-3-(hydroxymethyl)pyrrolidine-1,2-dicarboxylate